tert-butyl (R)-(1-(4-(8-chloro-[1,2,4]triazolo[1,5-a]pyrazin-6-yl)-5-methylpyridin-2-yl)ethyl)(ethyl)carbamate ClC=1C=2N(C=C(N1)C1=CC(=NC=C1C)[C@@H](C)N(C(OC(C)(C)C)=O)CC)N=CN2